2-(2-(cyclopropanesulfonylamino)-5-methylthiazol-4-yl)-N-(5-(6-ethoxypyrazin-2-yl)pyridin-2-yl)-2-methylpropanamide C1(CC1)S(=O)(=O)NC=1SC(=C(N1)C(C(=O)NC1=NC=C(C=C1)C1=NC(=CN=C1)OCC)(C)C)C